ClC1=C2C=C(NC2=C(C(=C1)C=1CN(CCC1)C([C@@H](CN1N=CC=C1)C)=O)F)C(=O)N(C)C (R)-4-chloro-7-fluoro-N,N-dimethyl-6-(1-(2-methyl-3-(1H-pyrazol-1-yl)propanoyl)-1,2,5,6-tetrahydropyridin-3-yl)-1H-indole-2-carboxamide